1-amino-2-(2-(tert-butoxycarbonyl)-2-azaspiro[3.3]heptane-6-yl)-4-(4-((4-ethylpyridin-2-yl)carbamoyl)phenyl)-1H-imidazole-5-carboxylic acid NN1C(=NC(=C1C(=O)O)C1=CC=C(C=C1)C(NC1=NC=CC(=C1)CC)=O)C1CC2(CN(C2)C(=O)OC(C)(C)C)C1